tert-butyl (1-(5-bromopyrimidin-2-yl)azetidin-3-yl)carbamate BrC=1C=NC(=NC1)N1CC(C1)NC(OC(C)(C)C)=O